(1H-indazol-5-yl)-2-(3-(trifluoromethyl)phenyl)acetamide N1N=CC2=CC(=CC=C12)C(C(=O)N)C1=CC(=CC=C1)C(F)(F)F